FC1=CC=C(OC=2N=CC(=NC2)NC(=O)[C@@H]2C[C@@]23C[C@@H](CCC3)C3=CC=[N+](C=C3)[O-])C=C1 4-((1R,3R,5R)-1-((5-(4-fluorophenoxy)pyrazin-2-yl)carbamoyl)spiro[2.5]octan-5-yl)pyridine 1-oxide